C(C)CC(CC(=O)[O-])=O.C(C)CC(CC(=O)[O-])=O.C(CC(=O)C)(=O)[O-].[O-]CCCC.[Zr+4] Zirconium butoxide (acetoacetate) bis(ethylacetoacetate)